ClC=1C=C(OC2CN(C2)C=2C(=C(C(=O)O)C=CC2)N2C=CC=C2)C=CC1OC1=CC=CC=C1 3-(3-(3-chloro-4-phenoxyphenoxy)azetidin-1-yl)-2-(1H-pyrrol-1-yl)benzoic acid